FC(F)=C1C(NCCC1)C1=CC=C(C=C1)C(F)(F)F (difluoromethylene)-2-(4-(trifluoromethyl)phenyl)piperidine